Antimony(V) Oxide O=[Sb](=O)O[Sb](=O)=O